(2S,5R)-3-(4-Aminophenethyl)-2-(1-(4-bromophenyl)-3-(thiophen-3-yl)-1H-pyrazol-4-yl)-5-Methyloxazolidin-4-one NC1=CC=C(CCN2[C@@H](O[C@@H](C2=O)C)C=2C(=NN(C2)C2=CC=C(C=C2)Br)C2=CSC=C2)C=C1